CC(CCNC(N)=O)C 3-(3-methylbutyl)urea